C(C1=CC=CC=C1)OCN1C(N(N=C(C1=O)Br)C(F)F)=O ((benzyloxy)methyl)-6-bromo-2-(difluoromethyl)-1,2,4-triazine-3,5(2H,4H)-dione